ClC1=C(C=CC=C1NC(=O)C=1N(C2=C(CN(CC2)C)N1)C)C1=C(C(=CC=C1)C1=NC(=C(C=C1)CN1CC(C1)CC#N)OC)Cl N-(2,2'-dichloro-3'-(5-((3-(cyanomethyl)azetidin-1-yl)methyl)-6-methoxypyridin-2-yl)-[1,1'-biphenyl]-3-yl)-1,5-dimethyl-4,5,6,7-tetrahydro-1H-imidazo[4,5-c]pyridine-2-Formamide